NC1=C(C=C(C(=C1)F)Br)CO (2-amino-5-bromo-4-fluorophenyl)methanol